4-Bromo-6-iodopyridazin-3-amine BrC1=C(N=NC(=C1)I)N